FC1(CC(C(CC1)C1=NC=CC(=C1N)C1=C(C=CC(=C1)F)F)C)F 2-(syn-4,4-difluoro-2-methylcyclohexyl)-4-(2,5-difluorophenyl)pyridin-3-amine